2-((5-methyl-4-(pyrrolidin-3-ylamino)pyridin-2-yl)-amino)benzo[d]thiazole-6-carbonitrile CC=1C(=CC(=NC1)NC=1SC2=C(N1)C=CC(=C2)C#N)NC2CNCC2